BrC1=NNC2=NC(=NC(=C21)C#N)N2CCC1(CC2)[C@@H](C2=CC=CC=C2C1)N[S@](=O)C(C)(C)C (R)-N-((S)-1'-(3-bromo-4-cyano-1H-pyrazolo[3,4-d]pyrimidin-6-yl)-1,3-dihydroSpiro[indene-2,4'-piperidin]-1-yl)-2-methylpropane-2-sulfinamide